ClC=1N=C(C2=C(N1)N(C=C2)C2CC2)NC2C(C1CCC2CC1)C(=O)OC (+/-)-trans-methyl 3-((2-chloro-7-cyclopropyl-7H-pyrrolo[2,3-d]pyrimidin-4-yl) amino)bicyclo[2.2.2]octane-2-carboxylate